N-ethyl-1-(6-((1-(4-fluorophenyl)-4-methyl-1H-1,2,3-triazol-5-yl)methoxy)pyridazine-3-yl)azetidine-3-carboxamide C(C)NC(=O)C1CN(C1)C=1N=NC(=CC1)OCC1=C(N=NN1C1=CC=C(C=C1)F)C